CC(C=O)CCCCCCCCCCCCCCCCCC 2-methylcosanal